C(C)(=O)OC(C[SiH3])(OC(C)=O)OC(C)=O triacetoxyethylsilane